FC=1C=C(C=CC1F)[C@H]1[C@@H](CN(C1)CCOC)NC(=O)NC1=C(C(=NN1C1=CC=CC=C1)OC[C@H]1OC(OC1)(C)C)C 1-((3s,4R)-4-(3,4-difluorophenyl)-1-(2-methoxyethyl)pyrrolidin-3-yl)-3-(3-(((R)-2,2-dimethyl-1,3-dioxolan-4-yl)methoxy)-4-methyl-1-phenyl-1H-pyrazol-5-yl)urea